CC=1C=C2C(=C3N(C2=CC1)C[C@](CC3)(C3=CC=CC=C3)[N+](=O)[O-])C(=O)OC (S)-methyl 2-methyl-7-nitro-7-phenyl-6,7,8,9-tetrahydropyrido[1,2-a]indole-10-carboxylate